P(=O)(O)(O)OC[C@H]([C@H]([C@H]([C@H](C=O)O)O)O)O allose 6-phosphate